(S)-cyclobutyl(4-(4-fluoropyrazolo[1,5-a]pyridin-2-yl)-1,4,6,7-tetrahydro-5H-imidazo[4,5-c]pyridin-5-yl)methanone C1(CCC1)C(=O)N1[C@@H](C2=C(CC1)NC=N2)C2=NN1C(C(=CC=C1)F)=C2